ClC1=CC=CC=2C=3N(C(=NC12)NC=1C(N=CC=CC1)=O)N=C(N3)C=3C=NN(C3)C(C)C (3R)-3-({7-chloro-2-[1-(prop-2-yl)-1H-pyrazol-4-yl][1,2,4]triazolo[1,5-c]quinazolin-5-yl}amino)azepin-2-one